4-(benzyl(methyl)amino)-1-(3-(2,6-bis(benzyloxy)pyridin-3-yl)-1-methyl-1H-indazol-6-yl)-3-methylpiperidin-2-one C(C1=CC=CC=C1)N(C1C(C(N(CC1)C1=CC=C2C(=NN(C2=C1)C)C=1C(=NC(=CC1)OCC1=CC=CC=C1)OCC1=CC=CC=C1)=O)C)C